FC(C(=O)O)(F)F.ClC1=C(C(=O)N(C)C)C=CC(=C1)C1=CC(=NC=C1)C=1CCNCC1 2-chloro-N,N-dimethyl-4-(2-(1,2,3,6-tetrahydropyridin-4-yl)pyridin-4-yl)benzamide 2,2,2-trifluoroacetate